(3s,4r)-4-[[1-[1-(2,6-dioxo-3-piperidinyl)-3-methyl-2-oxo-benzimidazol-4-yl]azetidin-3-yl]methoxy]-3-fluoro-piperidine-1-carboxylic acid tert-butyl ester C(C)(C)(C)OC(=O)N1C[C@@H]([C@@H](CC1)OCC1CN(C1)C1=CC=CC=2N(C(N(C21)C)=O)C2C(NC(CC2)=O)=O)F